(3S,6R)-6-(azidomethyl)-3-methyltetrahydro-2H-pyran-3-ol N(=[N+]=[N-])C[C@H]1CC[C@@](CO1)(O)C